2-[4-[8-[3-ethyl-4-[4-(piperidine-4-carbonyl)piperazine-1-carbonyl]anilino]imidazo[1,2-a]pyrazin-3-yl]-2,3-difluoro-phenoxy]acetonitrile formate C(=O)O.C(C)C=1C=C(NC=2C=3N(C=CN2)C(=CN3)C3=C(C(=C(OCC#N)C=C3)F)F)C=CC1C(=O)N1CCN(CC1)C(=O)C1CCNCC1